4-Oxo-pyrrolidine O=C1CCNC1